2-(3-fluorophenyl)-N-(2-hydroxy-3-methoxypropyl)-6-(4-methylphenyl)-3-oxo-2,3-dihydropyridazine-4-carboxamide FC=1C=C(C=CC1)N1N=C(C=C(C1=O)C(=O)NCC(COC)O)C1=CC=C(C=C1)C